OC1=C(C=C(C=C1Cl)Cl)SC1=C(C(=CC(=C1)Cl)Cl)O bis(2-hydroxy-3,5-dichlorophenyl) sulphide